CN1CC=2N(CC1)C(=CN2)C=2C=C1C=C(N=CC1=CC2)NC(=O)C2CC2 N-(6-(7-methyl-5,6,7,8-tetrahydroimidazo[1,2-a]pyrazin-3-yl)isoquinolin-3-yl)cyclopropanecarboxamide